(3R*,4R*)-1-Cyclopropylmethyl-4-{[5-(2,4-difluoro-phenyl)-isoxazole-3-carbonyl]-amino}-piperidine-3-carboxylic acid [1-(2-methoxy-phenyl)-cyclopropyl]-amide COC1=C(C=CC=C1)C1(CC1)NC(=O)[C@@H]1CN(CC[C@H]1NC(=O)C1=NOC(=C1)C1=C(C=C(C=C1)F)F)CC1CC1 |o1:14,19|